C(C)(C)(C)OC(=O)N1CN=CC=C1 pyrimidine-3-carboxylic acid tert-butyl ester